3-chlorophenazine ClC=1C=CC2=NC3=CC=CC=C3N=C2C1